FC(C1=NN(C=C1NC(=O)C=1C=NN2C1N=C(C=C2)N2CCOCC2)C2CCN(CC2)CC=2C=C1CN(C(C1=CC2F)=O)C2C(NC(CC2)=O)=O)F N-(3-(difluoromethyl)-1-(1-((2-(2,6-dioxopiperidin-3-yl)-6-fluoro-1-oxoisoindolin-5-yl)methyl)piperidin-4-yl)-1H-pyrazol-4-yl)-5-morpholinopyrazolo[1,5-a]pyrimidine-3-carboxamide